1-isopropyl-N-methyl-4-oxo-1,4-dihydroquinoline-2-carboxamide C(C)(C)N1C(=CC(C2=CC=CC=C12)=O)C(=O)NC